NC1=NC=NN2C1=NC=C2C=2C=C(C=CC2C)S(=O)(=O)NC2=CC(=NC=C2)C#N 3-(4-aminoimidazo[2,1-f][1,2,4]triazin-7-yl)-N-(2-cyanopyridin-4-yl)-4-methylbenzenesulfonamide